Br(=O)(=O)(=O)O.[Cu] copper perbromic acid